Bicyclo[2.2.2]octan-1,4-dimethanol C12(CCC(CC1)(CC2)CO)CO